(R)-2-Oxoimidazolidine-4-carboxylic acid [1-phenyl-5-(3-propyl-phenyl)-1H-pyrazol-3-yl]amide C1(=CC=CC=C1)N1N=C(C=C1C1=CC(=CC=C1)CCC)NC(=O)[C@@H]1NC(NC1)=O